10-ethyl-10-deaza-aminopterin CCC(CC1=CN=C2C(=N1)C(=NC(=N2)N)N)C3=CC=C(C=C3)C(=O)NC(CCC(=O)O)C(=O)O